C(C1=CC=CC=C1)N1C(CC(=CC1)C(=O)OC)C1CC1 methyl 1-benzyl-2-cyclopropyl-1,2,3,6-tetrahydropyridine-4-carboxylate